[2H]C([2H])([2H])CO Ethanol-D3